C(C)C=1C(=CC=C2C=C(C=C(C12)C1=C(C=2N=C(N=C(C2C=N1)N1C[C@H](C(CC1)O)C)OC[C@@]1(CN(CC[C@@H]1CF)C)C)F)O)F (R)-1-(7-(8-ethyl-7-fluoro-3-hydroxynaphthalen-1-yl)-8-fluoro-2-(((3S,4S)-4-(fluoromethyl)-1,3-dimethylpiperidin-3-yl)methoxy)pyrido[4,3-d]pyrimidin-4-yl)-3-methylpiperidin-4-ol